3-Bromo-2-(4-((tert-butyldimethylsilyl)oxy)-2-methylbutan-2-yl)-5-methylphenol BrC=1C(=C(C=C(C1)C)O)C(C)(CCO[Si](C)(C)C(C)(C)C)C